FC1=C(C(=CC(=C1)[N+](=O)[O-])F)N1CCC(CC1)C(OC)OC 1-(2,6-difluoro-4-nitrophenyl)-4-(dimethoxymethyl)piperidine